CC1(CCC1)C(=O)NCC1=C(C(=CC(=C1)F)F)F methyl-N-(2,3,5-trifluorobenzyl)cyclobutanecarboxamide